C(C)(=O)NC1=C2C=C(C(=NC2=CC(=C1)C1CCC1)OC)C(=O)OCC ethyl 5-(acetylamino)-7-cyclobutyl-2-methoxyquinoline-3-carboxylate